NC1=NC(=NC=C1CN(C=O)C(C)=CCCF)C 2-(N-((4-amino-2-methylpyrimidin-5-yl)methyl)formamido)-5-fluoropent-2-ene